4-phenyl-3-butyn-2-one O-methyl oxime CON=C(C)C#CC1=CC=CC=C1